t-butyl N-(4-bromo-2-nitro-phenyl)-N-t-butoxycarbonyl-carbamate BrC1=CC(=C(C=C1)N(C(OC(C)(C)C)=O)C(=O)OC(C)(C)C)[N+](=O)[O-]